NC1=CC=C(C(=N1)C1=C(C=C2C(=NC(=NC2=C1)OCC1N(C(CC1)COC)C)N1CCN(CC1)C(C=C)=O)Cl)C(F)(F)F 1-(4-(7-(6-amino-3-(trifluoromethyl)pyridin-2-yl)-6-chloro-2-((5-(methoxymethyl)-1-methylpyrrolidin-2-yl)methoxy)quinazolin-4-yl)piperazin-1-yl)prop-2-en-1-one